6-(6-fluoro-4-methoxy-2-((1-(oxetan-3-yl)piperidin-4-yl)amino)pyrrolo[2,1-f][1,2,4]triazin-5-yl)-N-methylimidazo[1,2-a]pyrimidine-3-carboxamide FC=1C(=C2C(=NC(=NN2C1)NC1CCN(CC1)C1COC1)OC)C=1C=NC=2N(C1)C(=CN2)C(=O)NC